FC1=CC(=C(C(=C1F)F)F)F 2,3,4,5,6-pentafluorobenzene